ClCC(=O)NCC1CCN(CC1)C(=O)C1(CCC1)NC1=CC=CC=C1 2-chloro-N-((1-(1-(phenylamino)cyclobutane-1-carbonyl)piperidin-4-yl)methyl)acetamide